ClC=1C(=CC(=NC1)N1[C@H](CN(CC1)CC=1SC(=CC1)C)C)N (S)-5-chloro-2-(2-methyl-4-((5-methylthiophen-2-yl)methyl)piperazin-1-yl)pyridin-4-amine